C(C(O)CO)(=O)[O-].[Mn+2].[Ni+2].C(C(O)CO)(=O)[O-].C(C(O)CO)(=O)[O-].C(C(O)CO)(=O)[O-] Nickel manganese glycerate